C(C)(C)OC=1N=CC(=NC1)B(O)O 5-(ISOPROPOXY)PYRAZINE-2-BORONIC ACID